5-chloro-2-methyl-N-((1r,4r)-4-((3-(3-(oxazol-2-yl)phenyl)-2-oxo-2,3-dihydro-1H-benzo[d]imidazol-1-yl)methyl)cyclohexyl)nicotinamide ClC=1C=NC(=C(C(=O)NC2CCC(CC2)CN2C(N(C3=C2C=CC=C3)C3=CC(=CC=C3)C=3OC=CN3)=O)C1)C